FC=1C2=C(C=3C=C(NC3C1)C(=O)C1=CC(=CC=C1)OC)C=CC=C2 (5-Fluoro-3H-benzo[e]-indol-2-yl)-(3-methoxy-phenyl)-methanone